4-cyclopropyl-6-((4,4-difluoro-3-methylpiperidin-1-yl)methyl)-2,3-dihydro-1H-pyrrolo[3,4-c]pyridin-1-one C1(CC1)C1=NC(=CC2=C1CNC2=O)CN2CC(C(CC2)(F)F)C